4-(trifluoromethyl)thiazole-5-carboxylic acid FC(C=1N=CSC1C(=O)O)(F)F